FC(S(=O)(=O)[O-])(F)F.ClC1=CC=C(C=C1)C1=[N+]2C(=C3C=CC=CC3=C1)C=CC=C2C2=CC=C(C=C2)OC 6-(4-chlorophenyl)-4-(4-methoxyphenyl)pyrido[2,1-a]isoquinolin-5-ium trifluoromethanesulfonate